N-{(5R)-8-Chloro-1-[trans-4-(pyridin-2-yloxy)cyclohexyl]-5,6-dihydro-4H-[1,2,4]triazolo[4,3-a][1]benzazepin-5-yl}cyclobutancarboxamid ClC=1C=CC2=C(C[C@H](CC=3N2C(=NN3)[C@@H]3CC[C@H](CC3)OC3=NC=CC=C3)NC(=O)C3CCC3)C1